O[C@H](C(=O)NCC1=CC(=CC=C1)C=1C2=C(N=C(N1)N1[C@H](CC1)C)CCC2)C (2S)-2-hydroxy-N-[[3-[2-[(2S)-2-methylazetidin-1-yl]-6,7-dihydro-5H-cyclopenta[d]pyrimidin-4-yl]phenyl]methyl]propanamide